N[C@@H](C(=O)OC[C@H]1O[C@H]([C@H]([C@@H]1O)F)N1C2=NC(=NC(=C2N=C1)N)C(F)(F)F)[C@@H](CC)C [(2R,3R,4S,5R)-5-[6-amino-2-(trifluoromethyl)purin-9-yl]-4-fluoro-3-hydroxy-tetrahydrofuran-2-yl]methyl (2R,3R)-2-amino-3-methyl-pentanoate